(E)-3-(2,3-dichloro-6-methoxyphenyl)-5-((dimethylamino)methylene)cyclopent-2-en-1-one ClC1=C(C(=CC=C1Cl)OC)C1=CC(/C(/C1)=C/N(C)C)=O